CS(=O)(=O)C1=NC=C(C=N1)C#CCCCC[NH-] 6-(2-(methylsulfonyl)pyrimidin-5-yl)-5-hexynylamide